C1(CC1)C1=NC2=CC=C(C=C2NC1=O)CN1CCN(CC1)C=1C=CC(=NC1)C(=O)NC([2H])([2H])[2H] 5-(4-((2-cyclopropyl-3-oxo-4H-quinoxalin-6-yl)methyl)piperazin-1-yl)-N-(methyl-d3)pyridine-2-formamide